1,5-BENZOXAZEPINE O1C=CC=NC2=C1C=CC=C2